Nitrofuran C1=COC(=C1)[N+](=O)[O-]